ClC1=C(C=CC2=C1CN(S(N2)(=O)=O)CC(=O)OC(C)(C)C)F Tert-butyl 2-(5-chloro-6-fluoro-2,2-dioxo-1,4-dihydro-2lambda6,1,3-benzothiadiazin-3-yl)acetate